2-[3-[(1R)-1-Aminoethyl]-5-(1-methylpyrazol-4-yl)phenoxy]-N-methyl-acetamide hydrochloride salt Cl.N[C@H](C)C=1C=C(OCC(=O)NC)C=C(C1)C=1C=NN(C1)C